N1=CNC2=NC=C(C=C21)CNC(=O)[C@@H]2CC[C@H]1N2C([C@H](CCC1)NC(=O)C1=CC2=C(S1)C=CC=C2)=O 2-(((3S,6S,9aS)-3-(((3H-imidazo[4,5-b]pyridin-6-yl)methyl)carbamoyl)-5-oxooctahydro-1H-pyrrolo[1,2-a]azepin-6-yl)carbamoyl)benzo[b]thiophen